bromo-1-((2-(trimethylsilyl)ethoxy)methyl)-1H-imidazole-4-carbonitrile BrC=1N(C=C(N1)C#N)COCC[Si](C)(C)C